BrC1=CC=C(O1)C(=O)NCC(F)(F)F 5-Bromo-N-(2,2,2-trifluoroethyl)furan-2-carboxamide